ClC1=C(C(=O)N(C2=NC=NN2C)C)C=CC(=C1S(=O)C(C)C)S(=O)(=O)C 2-Chloro-3-(isopropylsulfinyl)-N-methyl-N-(1-methyl-1H-1,2,4-triazol-5-yl)-4-(methylsulfonyl)benzamide